C(C)(C)(C)OC(=O)N1[C@H](CN(CC1)C(=O)C=1SC=C(N1)CC1=C(C=C(C=C1)Cl)F)C (S)-4-(4-(4-chloro-2-fluorobenzyl)thiazole-2-carbonyl)-2-methylpiperazine-1-carboxylic acid tert-butyl ester